C(=C)C1=CC=C(C=C1)COC(C1=CC=C(C=C1)B1OCC(O1)CCCCCCCCCC)=O 4-(4-decyl-1,3,2-dioxaborolan-2-yl)-benzoic acid (4-ethenylphenyl)methyl ester